muconic acid, muconate salt C(\C=C\C=C\C(=O)O)(=O)O.C(\C=C\C=C\C(=O)O)(=O)O